2-[(3S)-1-{[2-(difluoromethoxy)-4-nitrophenyl]methyl}piperidin-3-yl]propan-2-ol FC(OC1=C(C=CC(=C1)[N+](=O)[O-])CN1C[C@H](CCC1)C(C)(C)O)F